C(C)OC(=O)[C@H]1N([C@H](CC1)C(=O)OCC)C(=O)OCC1=CC=CC=C1 (2s,5r)-pyrrolidine-1,2,5-tricarboxylic acid 1-benzyl 2,5-diethyl ester